N-hydroxy-3-((1-isopropyl-6-phenyl-5-(trifluoromethyl)-1H-benzo[d]imidazol-2-yl)amino)benzamide ONC(C1=CC(=CC=C1)NC1=NC2=C(N1C(C)C)C=C(C(=C2)C(F)(F)F)C2=CC=CC=C2)=O